4-{4-[(7-ethyl-6-oxo-5H-1,5-naphthyridin-3-yl)methyl]piperazin-1-yl}-2-fluoro-N-methylbenzamide C(C)C=1C(NC=2C=C(C=NC2C1)CN1CCN(CC1)C1=CC(=C(C(=O)NC)C=C1)F)=O